3-fluoro-N-(2-((5-fluoro-3-methylpyridin-2-yl)oxy)ethyl)-N-methylpropan-1-amine FCCCN(C)CCOC1=NC=C(C=C1C)F